C1(CC1)C1=NN(C=C1C1=CC=NC=C1)[C@@H]1C[C@H](C1)CNC=1C=C2C(N(C(C2=CC1)=O)C1C(NC(CC1)=O)=O)=O 5-(((trans-3-(3-cyclopropyl-4-(pyridin-4-yl)-1H-pyrazol-1-yl)cyclobutyl)methyl)amino)-2-(2,6-dioxopiperidin-3-yl)isoindoline-1,3-dione